tert-butyl ((1-(3-bromo-2,5-difluorophenyl)-3-methyl-1H-1,2,4-triazol-5-yl)methyl)(methyl)carbamate BrC=1C(=C(C=C(C1)F)N1N=C(N=C1CN(C(OC(C)(C)C)=O)C)C)F